tert-butyl (2S,4R)-4-hydroxy-2-(((R)-1-(4-(4-methylthiazol-5-yl)phenyl)ethyl)carbamoyl)pyrrolidine-1-carboxylate O[C@@H]1C[C@H](N(C1)C(=O)OC(C)(C)C)C(N[C@H](C)C1=CC=C(C=C1)C1=C(N=CS1)C)=O